N1CCC(CC1)OC1=CC=C(C=C1)O 4-(4-piperidyloxy)phenol